C(C1=CC=CC=C1)C=1C=CC=2N(N1)C(=CN2)C2=CC(=C(C=C2)OC)OC 6-benzyl-3-(3,4-dimethoxyphenyl)imidazo[1,2-b]pyridazine